NN1C(=NC(=C1C(=O)N)C1=CC=C(C=C1)C(NC1=NC=C(C=C1)C)=O)[C@H]1N(CCC1)C(\C(=C\C(C)(C)C)\C#N)=O (S,E)-1-Amino-2-(1-(2-cyano-4,4-dimethylpent-2-enoyl)pyrrolidin-2-yl)-4-(4-((5-methylpyridin-2-yl)carbamoyl)phenyl)-1H-imidazol-5-carboxamid